(S)-(1-trans-(4-aminocyclohexyl)propan-2-yl)carbamic acid benzyl ester C(C1=CC=CC=C1)OC(N[C@@H](C)CC1CCC(CC1)N)=O